N-(trans-4-(2-(4-(2,3-dichlorophenyl)piperazin-1-yl)ethyl)cyclohexyl)dimethyl-sulfonamide ClC1=C(C=CC=C1Cl)N1CCN(CC1)CC[C@@H]1CC[C@H](CC1)N(S(=O)(=O)C)C